N-(4-isopropylphenyl)piperidine-4-carboxamide C(C)(C)C1=CC=C(C=C1)NC(=O)C1CCNCC1